BrC1=C(C#N)C=CC(=C1)N1C2=CC=CC=C2C=2C=CC=CC12 2-bromo-4-(9H-carbazol-9-yl)benzonitrile